Cl.ClC1=CC(=C(C=C1)C1=CC=C(C=C1)N1CCNCC1)N1CC(CCC1)N1N=CC(=C1C(F)F)C(=O)O 1-{1-[4-chloro-4'-(piperazin-1-yl) [1,1'-biphenyl]-2-yl] piperidin-3-yl}-5-(difluoromethyl)-1H-pyrazole-4-carboxylate hydrochloride